C=C1C(C(N=C2CCCCC2)=CC=C1)=C1CCCCC1 methylenebis-(2-cyclohexylidene)aniline